C(C)(C)(C)OC(=O)N[C@H](C(=O)O[C@@H]1COCC[C@H]1NC1=NN2C(C=N1)=C(C(=C2C2(CCC2)CC)C#N)Cl)C(C)C (3S,4R)-4-{[5-chloro-6-cyano-7-(1-ethylcyclobutyl)pyrrolo[2,1-f][1,2,4]triazin-2-yl]amino}oxan-3-yl (2S)-2-[(tert-butoxycarbonyl)amino]-3-methylbutanoate